N-((4,6-di-tert-butylpyrimidin-2-yl)carbamoyl)-6,7-dihydro-5H-pyrazolo[5,1-b][1,3]oxazine-3-sulfonamide C(C)(C)(C)C1=NC(=NC(=C1)C(C)(C)C)NC(=O)NS(=O)(=O)C=1C=NN2C1OCCC2